FC(CO)(F)C=1C(=C(C=CC1)[C@@H](C)N[S@](=O)C(C)(C)C)C |&1:14| (R/S)-N-((R)-1-(3-(1,1-difluoro-2-hydroxyethyl)-2-methylphenyl)ethyl)-2-methylpropane-2-sulfinamide